tert-butyl (S)-(1-((4-(1-benzyl-3,5-dimethyl-1H-pyrazol-4-yl)phenyl)amino)-1-oxo-3,3-diphenylpropan-2-yl)carbamate C(C1=CC=CC=C1)N1N=C(C(=C1C)C1=CC=C(C=C1)NC([C@H](C(C1=CC=CC=C1)C1=CC=CC=C1)NC(OC(C)(C)C)=O)=O)C